2-(1-(4-(difluoromethoxy)benzyl)-8-(2-methylbutyl)-4,7-dioxooctahydro-2H-pyrazino[1,2-a]pyrimidin-6-yl)acetamide FC(OC1=CC=C(CN2C3N(C(CC2)=O)C(C(N(C3)CC(CC)C)=O)CC(=O)N)C=C1)F